FC(CC(=O)O)F 3,3-Difluoropropanoic acid